C(=C)C1CC=CCC1 4-vinyl-1-cyclohexene